butylperoxy monocarbonate C(OOOCCCC)([O-])=O